FC1=CC=C(C=C1)C=1C=CC=C2C=C(NC12)C(=O)N[C@@H]1CN(CC1)CCCCC 7-(4-Fluorophenyl)-N-[(3S)-1-pentylpyrrolidin-3-yl]-1H-indole-2-carboxamide